3'-((2-hydroxy-3,4-dioxocyclobut-1-en-1-yl)amino)-N,N-dimethyl-5'-(1H-tetrazol-5-yl)-[1,1'-biphenyl]-4-carboxamide OC1=C(C(C1=O)=O)NC=1C=C(C=C(C1)C1=NN=NN1)C1=CC=C(C=C1)C(=O)N(C)C